benzyl 1-hydroxymethylcyclopropane-1-carboxylate OCC1(CC1)C(=O)OCC1=CC=CC=C1